BrC1=CC=C2C(=CC=NC2=C1)O[C@@H]1CN(CC1)CC(=O)N1[C@@H](CCC1)C#N (S)-1-(2-((S)-3-((7-bromoquinolin-4-yl)oxy)pyrrolidin-1-yl)acetyl)pyrrolidine-2-carbonitrile